2-methyl-3-(2-propenyl)pyrazine CC1=NC=CN=C1CC=C